5-(tert-butyl) 1-ethyl D-glutamate N[C@H](CCC(=O)OC(C)(C)C)C(=O)OCC